diphenyl-[4-(phenylthio)phenyl]sulfonium tetrakis(pentafluorophenyl)borate zinc [Zn].FC1=C(C(=C(C(=C1[B-](C1=C(C(=C(C(=C1F)F)F)F)F)(C1=C(C(=C(C(=C1F)F)F)F)F)C1=C(C(=C(C(=C1F)F)F)F)F)F)F)F)F.C1(=CC=CC=C1)[S+](C1=CC=C(C=C1)SC1=CC=CC=C1)C1=CC=CC=C1